C(C)(C)C1=CC=C(C=C1)C(C(C)(C)O)=O 4-isopropylphenyl-2-hydroxy-2-methyl-propan-1-one